C(C)(C)(C)OC(=O)NC(C(=O)O)CC1=NC=CC=C1 2-(tert-Butoxycarbonylamino)-3-(2-pyridinyl)propionic acid